COC=1C=C2C(=NC(=NC2=CC1C#CCN1CCCC1)N1CCCC1)NC 6-methoxy-N-methyl-2-(pyrrolidin-1-yl)-7-(3-(pyrrolidin-1-yl)prop-1-yn-1-yl)quinazolin-4-amine